BrC1=CC=C(C=C1)CN1C(=NC(=C1)C)C 1-[(4-bromophenyl)-methyl]-2,4-dimethyl-imidazole